tert-Butyl (S)-5-amino-4-(5-(((R)-1-(5-chloro-3-fluoropyridin-2-yl)-2,2,2-trifluoroethyl)carbamoyl)-1-oxoisoindolin-2-yl)-5-oxopentanoate NC([C@H](CCC(=O)OC(C)(C)C)N1C(C2=CC=C(C=C2C1)C(N[C@@H](C(F)(F)F)C1=NC=C(C=C1F)Cl)=O)=O)=O